ClC1=CC=2N(C=C1N)N=CN2 7-chloro-[1,2,4]triazolo[1,5-a]pyridin-6-amine